N(=[N+]=[N-])CC(=O)C=1C(=NOC1C)C1CC1 D-2-azido-1-(3-cyclopropyl-5-methylisoxazol-4-yl)ethanone